The molecule is an oligosaccharide sulfate consisting of 2-(sulfoamino)-alpha-D-glucopyranosyl, 2-O-sulfo-alpha-L-idopyranuronosyl, 6-O-sulfo-2-sulfoamino-alpha-D-glucopyranosyl and 2-O-sulfo-L-idopyranuronic acid residues joined in sequence by (1->4) glycosidic bonds. It is an oligosaccharide sulfate and a member of sulfamic acids. C([C@@H]1[C@H]([C@@H]([C@H]([C@H](O1)O[C@H]2[C@@H]([C@H]([C@@H](O[C@H]2C(=O)O)O[C@@H]3[C@H](O[C@@H]([C@@H]([C@H]3O)NS(=O)(=O)O)O[C@H]4[C@@H]([C@H](C(O[C@H]4C(=O)O)O)OS(=O)(=O)O)O)COS(=O)(=O)O)OS(=O)(=O)O)O)NS(=O)(=O)O)O)O)O